BrC=1C(=NNC1CS(=O)(=O)C)C(=O)OC methyl 4-bromo-5-(methylsulfonylmethyl)-1H-pyrazole-3-carboxylate